C12(C3C4C5C3C1C5C24)C(=O)N cubane-1-carboxamide